C(#N)C1=CC=C(C=2C=COC21)COC2=CC=CC(=N2)C2CCNCC2 4-(6-((7-cyanobenzofuran-4-yl)methoxy)pyridin-2-yl)piperidin